FC1(C2CC(CC(C1)N2C(=O)OC(C)(C)C)OC=2N=NC(=CC2)C=2C=C(C(=C1C=NNC21)C=2C=NNC2)F)F tert-butyl 6,6-difluoro-3-({6-[5-fluoro-4-(1H-pyrazol-4-yl)-1H-indazol-7-yl]pyridazin-3-yl} oxy)-8-azabicyclo[3.2.1]octane-8-carboxylate